The molecule is a pyrimidine nucleobase that is uracil in which the hydrogen at position 5 is replaced by a methyl group. It has a role as a human metabolite, an Escherichia coli metabolite and a mouse metabolite. It is a pyrimidine nucleobase and a pyrimidone. CC1=CNC(=O)NC1=O